C(C)O[Si](CCCNCCNCCN)(OCC)OCC N-[3-(triethoxysilyl)propyl]diethylenetriamine